C(C)(C)(C)OC(=O)N1C2C(CC1CC2)N 2-amino-7-azabicyclo[2.2.1]heptane-7-carboxylic acid tert-butyl ester